NC1=NN(C2=NC(=CC=C21)C2CC2)C(=O)C2=C(C(=CC=C2)F)C (3-amino-6-cyclopropyl-1H-pyrazolo[3,4-b]pyridin-1-yl)(3-fluoro-2-methylphenyl)methanone